ClC=1C(=CC2=C(N=C(N=C2NC(C)C2=C(C(=CC=C2)C(F)F)F)C)N1)C1CCSCC1 7-chloro-N-(1-(3-(difluoromethyl)-2-fluorophenyl)ethyl)-2-methyl-6-(tetrahydro-2H-thiopyran-4-yl)pyrido[2,3-d]pyrimidin-4-amine